FC(OC=1C=C2NC=C(CCN(C)C)C2=CC1)(F)F 6-trifluoromethoxy-N,N-dimethyltryptamine